2-[(3R)-3-amino-1-piperidyl]ethyl 6-[6-[5-(6-methyl-2-pyridyl)-1H-imidazol-4-yl]-3-quinolyl]pyridine-3-carboxylate CC1=CC=CC(=N1)C1=C(N=CN1)C=1C=C2C=C(C=NC2=CC1)C1=CC=C(C=N1)C(=O)OCCN1C[C@@H](CCC1)N